urea, carbonate salt C(O)(O)=O.NC(=O)N